(4-(8-(2,6-Dichlorophenethyl)-7-ethyl-2,6-dioxo-1-(prop-2-yn-1-yl)-1,2,6,7-tetrahydro-3H-purin-3-yl)butyl)phosphonic acid ClC1=C(CCC2=NC=3N(C(N(C(C3N2CC)=O)CC#C)=O)CCCCP(O)(O)=O)C(=CC=C1)Cl